FC1=CC=C2C=C(C(OC2=C1)=O)C(=O)O 7-Fluoro-3-carboxycoumarin